5-chloro-4-(3-chloro-6-(4-chloro-1H-1,2,3-triazol-1-yl)-2-fluorophenyl)pyridin-2(1H)-one ClC=1C(=CC(NC1)=O)C1=C(C(=CC=C1N1N=NC(=C1)Cl)Cl)F